FC(/C(=C/C(=O)N1C(C=CCC1)=O)/C1=CC(=C(C(=C1)OC)OC)OC)(F)F (E)-β-(trifluoromethyl)-1-(β-(3,4,5-trimethoxyphenyl)acryloyl)-5,6-dihydropyridin-2(1H)-one